FC1=NC=CC(=C1)N1N=CC=C1 2-fluoro-4-(1H-pyrazol-1-yl)pyridine